FC1=C2C=C(NC2=CC=C1)C1CCC(CC1)[C@H]1C[C@H]2CC[C@@H](C[C@@H]2CC1)CCCCCCC 4-fluoro-2-((1R,4r)-4-((2R,4aS,6S,8aR)-6-heptyl-decalin-2-yl)cyclohexyl)-1H-indole